1-[(2R,4S,5R)-4-[(tert-butyldimethylsilyl)oxy]-5-[[(tert-butyldimethylsilyl)oxy]methyl]-5-(chloromethyl)oxolan-2-yl]-5-methyl-3H-pyrimidine [Si](C)(C)(C(C)(C)C)O[C@H]1C[C@@H](O[C@]1(CCl)CO[Si](C)(C)C(C)(C)C)N1CNCC(=C1)C